5'-(2,5-dichloropyrimidin-4-yl)-7'-fluoro-2'-methylspiro[cyclopentane-1,3'-indole] ClC1=NC=C(C(=N1)C=1C=C2C3(C(=NC2=C(C1)F)C)CCCC3)Cl